C(=C)CCOC methyl vinyl-ethyl ether